(S)-6-(1-benzyl-1H-pyrazole-4-carbonyl)-N8-((2S,3R)-3-(cyclohexylmethoxy)-1-(methylamino)-1-oxobutan-2-yl)-N2-cyclopropyl-N2-methyl-2,6-diazaspiro[3.4]octane-2,8-dicarboxamide C(C1=CC=CC=C1)N1N=CC(=C1)C(=O)N1CC2(CN(C2)C(=O)N(C)C2CC2)[C@@H](C1)C(=O)N[C@H](C(=O)NC)[C@@H](C)OCC1CCCCC1